FC=1C(=C(C=NC1)C1C2=C(NC(=C1C(=O)OC)C=O)COC2=O)C(C)F methyl 4-(5-fluoro-4-(1-fluoroethyl)pyridin-3-yl)-2-formyl-5-oxo-1,4,5,7-tetrahydrofuro[3,4-b]pyridine-3-carboxylate